C(CCCCCCCCC)C(C(=O)OCCCCC(CCCCOC(C(CCCCCCCCCCCC)CCCCCCCCCC)=O)OC(NCCN(CCN(C)C)C)=O)CCCCCCCCCCCC.CSC1=NC=CN=C1 2-(methylthio)pyrazine 5-{4-[(2-decyl-1-oxotetradecyl)oxy]butyl}-11,14-dimethyl-7-oxo-6-oxa-8,11,14-triazapentadec-1-yl-2-decyltetradecanoate